C(OC=1C2=C(N=C(N1)NC1CCC(CC1)(O)C)NC=C2C=2C=C1N=CC=NC1=CC2)([2H])([2H])[2H] (1r,4r)-4-((4-(methoxy-d3)-5-(quinoxalin-6-yl)-7H-pyrrolo[2,3-d]pyrimidin-2-yl)amino)-1-methylcyclohexan-1-ol